BrC=1C=C2CC(N(C2=C(C1)C)C)=O 5-bromo-1,7-dimethyl-3H-indol-2-one